4-((2,4-dichloropyrimidin-5-yl)methyl)thiomorpholin-3-one 1,1-dioxide ClC1=NC=C(C(=N1)Cl)CN1C(CS(CC1)(=O)=O)=O